benzylpropanoic acid C(C1=CC=CC=C1)C(C(=O)O)C